(2S)-4-[3-(2-methylimidazol-1-yl)propionyloxy]-1-(6-oxo-6-undecoxy-hexyl)pyrrolidine-2-carboxylic acid [8-(1-octylnonyloxy)-8-oxo-octyl] ester C(CCCCCCC)C(CCCCCCCC)OC(CCCCCCCOC(=O)[C@H]1N(CC(C1)OC(CCN1C(=NC=C1)C)=O)CCCCCC(OCCCCCCCCCCC)=O)=O